OC1C=2N=C(N=C(C2CCC12C(NC1=CC=CC=C1C2)=O)N2CCN(CC2)C(=O)OC(C)(C)C)OC[C@H]2N(CCC2)C tert-butyl 4-(8-hydroxy-2-(((S)-1-methylpyrrolidin-2-yl)methoxy)-2'-oxo-1',4',5,8-tetrahydro-2'H,6H-spiro[quinazoline-7,3'-quinolin]-4-yl)piperazine-1-carboxylate